N-(2-((3R,5R)-3-((5-cyanothiazol-2-yl)amino)-5-fluoropiperidin-1-yl)-1,6-dimethyl-1H-benzo[d]imidazol-5-yl)acrylamide C(#N)C1=CN=C(S1)N[C@H]1CN(C[C@@H](C1)F)C1=NC2=C(N1C)C=C(C(=C2)NC(C=C)=O)C